FC1C(C=2C(=NNC2CC1)C(F)(F)F)=O 5-fluoro-3-(trifluoromethyl)-1,5,6,7-tetrahydroindazol-4-one